1-(oxan-4-yl)-4-(4,4,5,5-tetramethyl-1,3,2-dioxaborolan-2-yl)-1H-pyrazole O1CCC(CC1)N1N=CC(=C1)B1OC(C(O1)(C)C)(C)C